n-decyl (1-butylhexyl) phthalate C(C=1C(C(=O)OC(CCCCC)CCCC)=CC=CC1)(=O)OCCCCCCCCCC